F[C@@H]1[C@@H](O[C@@H]([C@H]1O)CO)N1C(NC(C(=C1)C)=O)=O 1-((2R,3S,4R,5R)-3-fluoro-4-hydroxy-5-(hydroxymethyl)tetrahydrofuran-2-yl)-5-methylpyrimidine-2,4(1H,3H)-dione